BrC1=CC=C(C=C1)S(=O)(=O)N1CC(C1)(F)F 1-(4-bromophenylsulfonyl)-3,3-difluoroazetidine